C(C)OC(=O)N1CC2(C1)CC(C2)N2CCN(CC2)C2=NC=CC=C2C2=NC=CN=C2 6-{4-[3-(pyrazin-2-yl)pyridin-2-yl]piperazin-1-yl}-2-azaspiro[3.3]heptane-2-carboxylic acid ethyl ester